[Na+].C(CCC)C(C(C(=O)[O-])S(=O)(=O)[O-])(C(=O)[O-])CCCC.[Na+].[Na+] dibutyl-sulfosuccinic acid sodium salt